N-[(1S)-1-cyclohexyl-2-[4-(4-methyl-1,2,4-triazol-3-yl)anilino]-2-oxo-ethyl]-2-isopropyl-pyrazole-3-carboxamide C1(CCCCC1)[C@@H](C(=O)NC1=CC=C(C=C1)C1=NN=CN1C)NC(=O)C=1N(N=CC1)C(C)C